ClC[C@@]1(CC(C(O1)=O)=C)C1=CC=CC=C1 (R)-5-(chloromethyl)-3-methylene-5-phenyldihydrofuran-2(3H)-one